C(C)(C)(C)N1C=C(C=C1)C(=O)NCC1=NC(=NO1)C=1N(C2=CC=CC(=C2C1)N[C@H]1[C@H](CN(CC1)C(C)C)F)CC(F)(F)F 1-tert-butyl-N-{[3-(4-{[(3S,4R)-3-fluoro-1-(propan-2-yl)piperidin-4-yl]amino}-1-(2,2,2-trifluoroethyl)-1H-indol-2-yl)-1,2,4-oxadiazol-5-yl]methyl}-1H-pyrrole-3-carboxamide